(2S,4R)-1-(2-(3-acetyl-5-(2-(2-methoxyethylamino)pyrimidin-5-yl)-1H-indazol-1-yl)acetyl)-N-(6-bromopyridin-2-yl)-4-fluoropyrrolidine-2-carboxamide C(C)(=O)C1=NN(C2=CC=C(C=C12)C=1C=NC(=NC1)NCCOC)CC(=O)N1[C@@H](C[C@H](C1)F)C(=O)NC1=NC(=CC=C1)Br